FC(C(=O)[O-])(F)F.OC1=NOC(=C1)C=1C=CC(=[NH+]C1)O[C@@H]1C[C@@H](C1)OCC1=CC(=CC=C1)C(F)(F)F 5-(3-hydroxyisoxazol-5-yl)-2-[(cis-3-{[3-(trifluoromethyl)benzyl]oxy}cyclobutyl)oxy]pyridinium trifluoroacetate